C1(CC1)C(=O)C=1N=C2N(N1)[C@@H](C[C@@H]2F)C2=NC=CC=C2F cyclopropyl-((5S,7S)-7-fluoro-5-(3-fluoropyridin-2-yl)-6,7-dihydro-5H-pyrrolo[1,2-b][1,2,4]triazol-2-yl)methanone